ClC1=C(C=NN1C1=CC=C(C=C1)N1C(C(=C(C=C1)Cl)Cl)=O)C(=O)OCC Ethyl 5-chloro-1-(4-(3,4-dichloro-2-oxopyridin-1(2H)-yl)phenyl)-1H-pyrazole-4-carboxylate